NC1=C(C(=C2C=CC=CN12)C#N)C1=CC(=CC(=C1)OC)OC 3-amino-2-(3,5-dimethoxyphenyl)indolizine-1-carbonitrile